Cyclopropyl-2-methoxy-1H-imidazole-1-carboxamide C1(CC1)C=1N=C(N(C1)C(=O)N)OC